[C@@H]1(C[C@H](O)[C@@H](CO)S1)N1C(=O)NC(=O)C(C)=C1 4'-thiodeoxythymidine